ClC=1C=CC=2N(N1)C(=CN2)C2=CC=C1C=NNC1=C2 6-chloro-3-(1H-indazol-6-yl)imidazo[1,2-b]Pyridazine